ClC1=CC=CC2=C1C(=NO2)C=2C(=C(C=CC2)S(=O)(=O)N)OC (4-Chlorobenzo[d]isoxazol-3-yl)-2-methoxybenzenesulfonamide